O=C1NC(CCC1N1CC2=CC=C(C=C2C1=O)OCCCCCCCC(=O)O)=O 8-((2-(2,6-dioxopiperidin-3-yl)-3-oxoisoindolin-5-yl)oxy)octanoic acid